C(C)N1N=C(C=2N=CN(C(C21)=O)CC(=O)NC2=CC(=C(C=C2)OC)F)NC2=CC=C(C=C2)C(F)(F)F 2-(1-ethyl-7-oxo-3-((4-(trifluoromethyl)phenyl)amino)-1,7-dihydro-6H-pyrazolo[4,3-d]pyrimidin-6-yl)-N-(3-fluoro-4-methoxyphenyl)acetamide